C(C)(C)NC(=O)C1=CC2=NC(=CC(=C2O1)N1CCOCC1)N1N=C(C=C1)C1=CC=CC=C1 N-isopropyl-7-morpholino-5-(3-phenyl-1H-pyrazol-1-yl)furo[3,2-b]pyridine-2-carboxamide